1-(3-bromo-6-(trifluoromethyl)pyridin-2-yl)cyclopropanecarbonitrile BrC=1C(=NC(=CC1)C(F)(F)F)C1(CC1)C#N